CC1(CN(C1)C(=O)OC(C)(C)C)C=CC1=NOC(=C1)C(F)(F)F Tert-butyl 3-methyl-3-(2-(5-(trifluoromethyl)isoxazol-3-yl)vinyl)azetidine-1-carboxylate